OC1(C[C@H]2C[C@H]2C1)C1=C2C=NNC2=CC(=C1)C(F)(F)F (1R,3r,5S,6r)-3-hydroxy-3-(6-(trifluoromethyl)-1H-indazol-4-yl)bicyclo[3.1.0]Hexane